(4-methoxybenzyl)-4-((4-methoxybenzyl)amino)-7-(1H-pyrazol-3-yl)-1H-pyrrolo[3,2-c]quinoline-2-carbaldehyde COC1=CC=C(CN2C(=CC=3C(=NC=4C=C(C=CC4C32)C3=NNC=C3)NCC3=CC=C(C=C3)OC)C=O)C=C1